(3-(4-methyl-7-(trifluoromethyl)quinazolin-2-yl)phenyl)methanol CC1=NC(=NC2=CC(=CC=C12)C(F)(F)F)C=1C=C(C=CC1)CO